(Z)-10-hydroxy-4,8-dimethyldec-4-enal OCCC(CC\C=C(/CCC=O)\C)C